tert-Butyl (S)-(1-(4,4-difluorocyclohexyl)-3-(dimethyl(oxo)-λ6-sulfaneylidene)-2-oxopropyl)carbamate FC1(CCC(CC1)[C@@H](C(C=S(=O)(C)C)=O)NC(OC(C)(C)C)=O)F